ent-kaur-16-en-19-oate C[C@@]12CCC[C@@]([C@H]1CC[C@]34[C@H]2CC[C@H](C3)C(=C)C4)(C)C(=O)[O-]